COC1=NC=C(C(=N1)OC)C1=CC(=C(N=N1)CN)[C@@H]1[C@H](C1)C(C)C (6-(2,4-dimethoxypyrimidin-5-yl)-4-((1S,2R)-2-isopropylcyclopropyl)pyridazin-3-yl)methylamine